2-methyl-2,6-heptadienyl chloride CC(CCl)=CCCC=C